(1S,2S,6S,7R)-2,6-dimethyltricyclo[5.2.1.02,6]decatriene C[C@@]12C3=CC=C([C@@]2(CC=C1)C)C3